Bis(isopropyl)ethyl-tin C(C)(C)[Sn](CC)C(C)C